1-(2-(1H-1,2,4-triazol-1-yl)nicotinoyl)-4-(4-fluorobenzyl)piperidine-4-carbonitrile N1(N=CN=C1)C1=C(C(=O)N2CCC(CC2)(C#N)CC2=CC=C(C=C2)F)C=CC=N1